7-(4,4,5,5-tetramethyl-1,3,2-dioxaborolan-2-yl)-[1,2,4]triazolo[1,5-a]pyridine CC1(OB(OC1(C)C)C1=CC=2N(C=C1)N=CN2)C